BrC1=C(C=CC2=CC=CC=C12)C(C)C 1-Bromo-2-isopropyl-naphthalene